NC=1C=CC(=C(C1)C=1C(=CC2=C(N(C(N=C2N2[C@H](CN(CC2)C(C=C)=O)C)=O)C=2C(=NC=CC2C)C(C)C)N1)F)Cl 7-(5-amino-2-chlorophenyl)-6-fluoro-1-(4-methyl-2-(2-propanyl)-3-pyridinyl)-4-((2S)-2-methyl-4-(2-propenoyl)-1-piperazinyl)pyrido[2,3-d]pyrimidin-2(1H)-one